[N+](=O)([O-])C1=C(C=CC(=C1)SC(F)(F)F)NC(C)=O N-[2-nitro-4-[(trifluoromethyl)thio]phenyl]acetamide